C(CC1=CC=CC=C1)C1(CCN(CC1)CC1=CC=C(C=C1)NC(C)=O)C=1C=NC=CC1 N-(4-((4-phenethyl-4-(pyridin-3-yl)piperidin-1-yl)methyl)phenyl)acetamide